ClC1=C(C(=CC=C1)F)N1C=2N(C3=C(C1=O)C=NC(=N3)NC3=CC(=C(C=C3)N3CCC(CC3)N(C)C)Cl)CCN2 6-(2-Chloro-6-fluorophenyl)-2-((3-chloro-4-(4-(dimethylamino)piperidin-1-yl)phenyl)amino)-8,9-dihydroimidazo[1,2-a]pyrimido[5,4-e]pyrimidin-5(6H)-one